BrC=1C=C2CC(N(C2=CC1)C)=NS(=O)(=O)C1=CC=C(C=C1)C N-(5-bromo-1-methylindol-2-ylidene)-4-methylbenzenesulfonamide